((4-(2-((5-(methoxycarbonyl)pyrazin-2-yl)amino)pyrazolo[1,5-a]pyridin-5-yl)-6-methylpyridin-3-yl)oxy)-3-oxa-9-azabicyclo[3.3.1]nonane-9-carboxylate COC(=O)C=1N=CC(=NC1)NC1=NN2C(C=C(C=C2)C2=C(C=NC(=C2)C)OC23COCC(CCC2)N3C(=O)[O-])=C1